CC1(C=CC2=CC3=CN(N=C3C=C2O1)C1=C(N)C=C(C=C1)OCOC)C 2-(7,7-dimethylpyrano[3,2-f]indazol-2(7H)yl)-5-methoxymethoxyaniline